phenanthroline 4,4'-azobisbenzoate N(=NC1=CC=C(C(=O)O)C=C1)C1=CC=C(C(=O)O)C=C1.N1=CC=CC2=CC=C3C=CC=NC3=C12